C(C)(C)(C)OC(=O)N(C1=NC=CC(=C1)C=1OC=C(N1)C(=O)NC=1C(=NN(C1)C1CCC(CC1)C(=O)O)C(F)F)CC1CC1 (1R,4R)-4-(4-(2-(2-((tert-Butoxycarbonyl)(cyclopropylmethyl)amino)pyridin-4-yl)oxazole-4-carboxamido)-3-(difluoromethyl)-1H-pyrazol-1-yl)cyclohexanecarboxylic acid